methyl (3S)-3-(3-bromo-5-(trifluoromethyl)phenyl)-3-(2-(4-((5-fluoro-1,4,5,6-tetrahydropyrimidin-2-yl)amino)-1H-indazole-6-carboxamido)acetamido)propanoate trifluoroacetate FC(C(=O)O)(F)F.BrC=1C=C(C=C(C1)C(F)(F)F)[C@H](CC(=O)OC)NC(CNC(=O)C1=CC(=C2C=NNC2=C1)NC=1NCC(CN1)F)=O